BrC=1C(=CC=2C3=C(C(=NC2C1F)SC)N=C(N3C3C1CN(C3C1)C(=O)OC(C)(C)C)CC)I tert-Butyl (endo)-5-(7-bromo-2-ethyl-6-fluoro-8-iodo-4-(methylthio)-1H-imidazo[4,5-c]quinolin-1-yl)-2-azabicyclo[2.1.1]hexane-2-carboxylate